2,5-dimethyl-2,5-di(tert-butylperoxy)-3-hexene CC(C)(C=CC(C)(OOC(C)(C)C)C)OOC(C)(C)C